8-cyclopropoxyquinazoline-2,4(1H,3H)-dione C1(CC1)OC=1C=CC=C2C(NC(NC12)=O)=O